1,3-dimethyl-inden-4-carboxamide CC1C=C(C=2C(=CC=CC12)C(=O)N)C